C1(CCC1)C1=CC(=C(C(=O)N)C=C1C1=NN=C(N1)OCC)C 4-cyclobutyl-5-(5-ethoxy-4H-1,2,4-triazol-3-yl)-2-methylbenzamide